2-(4-acryloyl-3,3-dimethylpiperazin-1-yl)-N-[(2R)-1-(3-cyanophenyl)-3-hydroxypropan-2-yl]-5H-pyrrolo[2,3-b]pyrazine-7-carboxamide C(C=C)(=O)N1C(CN(CC1)C=1N=C2C(=NC1)NC=C2C(=O)N[C@H](CC2=CC(=CC=C2)C#N)CO)(C)C